(4-hydroxy-3-methyltetrahydro-2H-pyran-3-yl)(methyl)carbamic acid tert-butyl ester C(C)(C)(C)OC(N(C)C1(COCCC1O)C)=O